(1r,2r)-N-p-toluenesulfonyl-1,2-diphenylethylenediamine CC1=CC=C(C=C1)S(=O)(=O)N[C@@H]([C@H](N)C1=CC=CC=C1)C1=CC=CC=C1